pyridyldithioethyl acrylate C(C=C)(=O)OCCSSC1=NC=CC=C1